methyl 6-chloro-3-(4,4-difluoroazepan-1-yl)-5-methylpyridazine-4-carboxylate ClC1=C(C(=C(N=N1)N1CCC(CCC1)(F)F)C(=O)OC)C